P.P.[Co] cobalt bisphosphine